C(C1=CC=CC=C1)OC1=CC(=C(C=C1)N(CC(=O)O)CC(=O)O)N(CC(=O)O)CC(=O)O N-[4-(benzyloxy)-2-[bis(carboxymethyl)amino]phenyl]-N-(carboxymethyl)glycine